C(C)CS(=O)(=O)OC1=C(C=NC=C1Cl)Cl (S)-1-(3,5-dichloropyridin-4-yl) ethylmethanesulfonate